C(C)(C)(C)OC(=O)N1CCC(CC1)C=1C=C(C=C2C=C(N(C12)CC1CC1)C1=NN2C(C=CC(=C2)C(=O)OCC)=C1C)F Ethyl 2-(7-(1-(tert-butoxycarbonyl)piperidin-4-yl)-1-(cyclopropylmethyl)-5-fluoro-1H-indol-2-yl)-3-methylpyrazolo[1,5-a]pyridine-6-carboxylate